2-thioxo-1,2,3,5-tetrahydro-pyrrolo[3,2-d]pyrimidin-4-one S=C1NC(C2=C(N1)C=CN2)=O